NC=1OC2=C(N1)C=C(C=C2)C2=NN(C1=NC=NC(=C12)N(C)C)CCCCNC(OCCCC)=O butyl (4-(3-(2-aminobenzo[d]oxazol-5-yl)-4-(dimethylamino)-1H-pyrazolo[3,4-d]pyrimidin-1-yl)butyl)carbamate